C(C)(C)(C)OC(=O)N[C@H]1CSC2=C(NC1=O)C=C(C(=C2)F)C2=NOC(=N2)C2CC(CN(C2)C(=O)OCC2=CC=CC=C2)(F)F benzyl 5-[3-[(3R)-3-(tert-butoxycarbonylamino)-8-fluoro-4-oxo-3,5-dihydro-2H-1,5-benzothiazepin-7-yl]-1,2,4-oxadiazol-5-yl]-3,3-difluoro-piperidine-1-carboxylate